O[C@@]1(C(N(CC1)C)=O)C1=CC(=NO1)C1=CC=CC(=N1)C1=NC(=NC=C1)N[C@H](C(=O)N(C1=CC=CC=C1)C)C (S)-2-((4-(6-(5-((R)-3-Hydroxy-1-methyl-2-oxopyrrolidin-3-yl)isoxazol-3-yl)pyridin-2-yl)pyrimidin-2-yl)amino)-N-methyl-N-phenylpropanamide